BrC=1C=C(C(=C(C1)S(=O)(=O)N(C)C)O)C(F)(F)F 5-bromo-2-hydroxy-N,N-dimethyl-3-(trifluoromethyl)-benzenesulfonamide